7-(1,1-dimethoxy-2-hydroxypropyl)-5H-1-benzopyran COC(C(C)O)(OC)C=1C=C2C(=CC=CO2)CC1